CC1(C2CC=C(C1C2)COC(C(CC)C)=O)C 2-methyl-butyric acid 6,6-dimethyl-bicyclo[3.1.1]hept-2-en-2-ylmethyl ester